C1(=C(C=CC=C1)C1=C(C2=C(SC3=C2C=CC=C3)C=C1)C1=C(C=CC=C1)C1=CC=CC=3C2=CC=CC=C2C2=CC=CC=C2C13)C1=CC=CC=C1 (biphenylyl)[(triphenyleneyl)phenyl]dibenzothiophene